cyclopropylmethyl-carbamic acid tert-butyl ester C(C)(C)(C)OC(NCC1CC1)=O